3-[[5-[5-(difluoromethyl)-1,3,4-oxadiazol-2-yl]-3-fluoro-2-pyridinyl]methyl]-5-(2-methyl-3,4-dihydro-1H-isoquinolin-6-yl)-1,3,4-oxadiazol-2-thione FC(C1=NN=C(O1)C=1C=C(C(=NC1)CN1C(OC(=N1)C=1C=C2CCN(CC2=CC1)C)=S)F)F